4-amino-N-[4-(methoxymethyl)phenyl]-6-((1-Methyl-1H-pyrazole-4-yl)ethynyl)-7-(1-methylcyclopropyl)-7H-pyrrolo[2,3-d]pyrimidine-5-carboxamide NC=1C2=C(N=CN1)N(C(=C2C(=O)NC2=CC=C(C=C2)COC)C#CC=2C=NN(C2)C)C2(CC2)C